3-((2-methylpiperidin-3-yl)methoxy)-2-(trifluoromethyl)pyridine 2-(7-Methyl-6-(4-Morpholinophenyl)-4-(Trifluoromethyl)-2H-Indazol-2-Yl)Acetate CC1=C(C=C(C2=CN(N=C12)CC(=O)O)C(F)(F)F)C1=CC=C(C=C1)N1CCOCC1.CC1NCCCC1COC=1C(=NC=CC1)C(F)(F)F